COC(CO[SiH2]Br)OC dimethoxyethoxybromosilane